benzyl {[5-(2-hydroxyethyl)-1-{[2-(trimethylsilyl)ethoxy]methyl}-1H-benzimidazol-2-yl]methyl}carbamate OCCC1=CC2=C(N(C(=N2)CNC(OCC2=CC=CC=C2)=O)COCC[Si](C)(C)C)C=C1